ethyl 5-amino-2-isopropylthiazole-4-carboxylate NC1=C(N=C(S1)C(C)C)C(=O)OCC